4-(5-(2-chlorophenoxy)-1H-pyrazolo[3,4-c]pyridin-1-yl)-N-(2-methoxyethyl)thiophene-2-carboxamide ClC1=C(OC=2C=C3C(=CN2)N(N=C3)C=3C=C(SC3)C(=O)NCCOC)C=CC=C1